N-(3,3-difluoropiperidin-4-yl)-2,2-dimethyl-3-((3-(trifluoromethyl)pyridin-2-yl)oxy)propanamide FC1(CNCCC1NC(C(COC1=NC=CC=C1C(F)(F)F)(C)C)=O)F